(±)-2-(((benzyloxy)carbonyl)amino)-3-(1-(2-(5,6,7,8-tetrahydro-1,8-naphthyridin-2-yl)ethyl)-1H-pyrazol-4-yl)propionic acid C(C1=CC=CC=C1)OC(=O)N[C@@H](C(=O)O)CC=1C=NN(C1)CCC1=NC=2NCCCC2C=C1 |r|